CN1N=NC(=C1COC1OCCCC1)C1=CC=C(C=N1)O 6-(1-Methyl-5-(((tetrahydro-2H-pyran-2-yl)oxy)methyl)-1H-1,2,3-triazol-4-yl)pyridin-3-ol